CN(CCOC1=CC=C(NC=2N=CC3=C(N2)N(C(C(=C3)N3CCN(C2=CC=C(C=C32)O)C(C=C)=O)=O)C)C=C1)C 2-[4-[2-(dimethylamino)ethoxy]anilino]-6-(7-hydroxy-4-prop-2-enoyl-2,3-dihydroquinoxalin-1-yl)-8-methyl-pyrido[2,3-d]pyrimidin-7-one